3-methylpyrrole-1-carboxylic acid ethyl ester C(C)OC(=O)N1C=C(C=C1)C